hydroxyl-nickel iron [Fe].O[Ni]